N,N'-bis-(3,5-di-tert-butyl-4-hydroxyphenylpropionyl)hexamethylenediamide C(C)(C)(C)C=1C=C(C=C(C1O)C(C)(C)C)CCC(=O)[N-]CCCCCC[N-]C(CCC1=CC(=C(C(=C1)C(C)(C)C)O)C(C)(C)C)=O